ClC=1C=C2C3=C(NC2=C(C1)C=1C(=NC(=CC1)OC)N)C(=NC=C3)C 3-(6-Chloro-1-methyl-9H-pyrido[3,4-b]indol-8-yl)-6-methoxy-pyridin-2-ylamine